7-{6-[(1R)-1-amino-8-azaspiro[4.5]decan-8-yl]-5-methyl-1H-pyrazolo[3,4-b]pyrazin-3-yl}-8-chloro-N,N-dimethylquinoxalin-2-amine N[C@@H]1CCCC12CCN(CC2)C2=C(N=C1C(=N2)NN=C1C1=CC=C2N=CC(=NC2=C1Cl)N(C)C)C